C1(=CC=CC=C1)C=1SC(C(N1)=O)C1=CC=CC=C1 2,5-di-phenylthiazol-4(5H)-one